2-(5-fluoro-2-pyridinyl)morpholine FC=1C=CC(=NC1)C1CNCCO1